(R)-6-(4-aminophenyl)-2-((5-chloro-2-hydroxyphenyl)(1H-indol-2-yl)methyl)isoindolin-1-one NC1=CC=C(C=C1)C1=CC=C2CN(C(C2=C1)=O)[C@@H](C=1NC2=CC=CC=C2C1)C1=C(C=CC(=C1)Cl)O